COC1=CC=C(C=N1)C1=CC=C(C=C1)C(CC(=O)OCC)=O ethyl 3-(4-(6-methoxypyridin-3-yl) phenyl)-3-oxopropanoate